2-(Methyl-pyrimidin-4-ylmethyl-amino)-5-oxo-5H-thieno[3,2-b]pyran-6-carboxylic acid CN(C1=CC=2OC(C(=CC2S1)C(=O)O)=O)CC1=NC=NC=C1